O=O oxo-oxygen